BrC=1C=C(\C=N\C(C(=O)O)C(CC)C)C=C(C1OC(\C=C\C1=CC=C(C=C1)OC)=O)OC 2-((E)-((E)-3-bromo-5-methoxy-4-((E)-3-(4-methoxyphenyl)acryloyloxy)benzylidene)amino)-3-methylpentanoic acid